C(C)OC(C(=O)NNC(=O)C1CC1)=O (cyclopropylformylhydrazino)-2-oxoacetic acid ethyl ester